C1=C(C=CC=2C3=CC=C(C=C3NC12)C=O)C=O 9H-carbazole-2,7-dialdehyde